OC1=C(C(=CC=C1)C1=CC(=CC=C1)O)N 3,3'-dihydroxybiphenylamine